methyl-N6-((S)-2-hydroxypropionyl)-L-lysine CN[C@@H](CCCCNC([C@H](C)O)=O)C(=O)O